1-(4-chloro-2-hydroxy-3-piperidin-3-ylsulfonylphenyl)-3-(3-fluoro-2-methylphenyl)urea ClC1=C(C(=C(C=C1)NC(=O)NC1=C(C(=CC=C1)F)C)O)S(=O)(=O)C1CNCCC1